O[C@H](CC(=O)[O-])C (3S)-3-hydroxybutyrate